2-((tert-butoxycarbonyl)amino)-2-(3-fluoro-5-(trifluoromethoxy)phenyl)acetic acid C(C)(C)(C)OC(=O)NC(C(=O)O)C1=CC(=CC(=C1)OC(F)(F)F)F